N-(3-Aminopropyl)-2-[(3-methylphenyl)methoxy]-N-(2-thienylmethyl)benzamide hydrochloride Cl.NCCCN(C(C1=C(C=CC=C1)OCC1=CC(=CC=C1)C)=O)CC=1SC=CC1